N[C@H](C(=O)NCC(=O)NCC(=O)N)CC1=CNC2=CC=CC=C12 (S)-2-amino-N-(2-((2-amino-2-oxoethyl)amino)-2-oxoethyl)-3-(1H-indol-3-yl)propanamide